C(C)(C)(C)OC(=O)N1S(NCC1)(=O)=O 1,2,5-thiadiazolidine-2-carboxylic acid tert-butyl ester 1,1-dioxide